pentagalloyl-ribose C(C1=CC(O)=C(O)C(O)=C1)(=O)C([C@]([C@]([C@](C=O)(O)C(C1=CC(O)=C(O)C(O)=C1)=O)(O)C(C1=CC(O)=C(O)C(O)=C1)=O)(O)C(C1=CC(O)=C(O)C(O)=C1)=O)(O)C(C1=CC(O)=C(O)C(O)=C1)=O